2-[[6-(tert-Butoxycarbonylamino)-5-cyclopropyl-3-pyridyl]amino]-2-oxo-acetic acid C(C)(C)(C)OC(=O)NC1=C(C=C(C=N1)NC(C(=O)O)=O)C1CC1